N-(azetidin-3-yl)-5-methoxypyridine-2-carboxamide hydrochloride Cl.N1CC(C1)NC(=O)C1=NC=C(C=C1)OC